N-(5-cyano-6-(2H-1,2,3-triazol-2-yl)pyridin-3-yl)-1-(2-methylbenzo[d]oxazol-4-yl)-5-(trifluoromethyl)-1H-pyrazole-4-carboxamide C(#N)C=1C=C(C=NC1N1N=CC=N1)NC(=O)C=1C=NN(C1C(F)(F)F)C1=CC=CC2=C1N=C(O2)C